C1(CCC1)C=1C(=NN(C1NC(OCC)=O)C)C1CCCCC1 Ethyl (4-cyclobutyl-3-cyclohexyl-1-methyl-1H-pyrazol-5-yl)carbamate